FC(C(=O)O)(F)F.FC(C(=O)O)(F)F.N[C@@H](C(=O)N[C@H](C(=O)NCC1=CC=C(C=C1)C(N)=N)CCC(=O)N)CCC1=CC=CC=C1 (S)-2-((R)-2-Amino-4-phenylbutanamido)-N1-(4-carbamimidoylbenzyl)pentanediamide Di-trifluoroacetate